[N+](=O)([O-])C=1C=C(C=CC1)NS(=O)(=O)C N-(3-nitrophenyl)methanesulfonamide